5-((2-chloro-6-fluoro-3-methoxybenzyl)amino)-N-methyl-8-phenylimidazo[1,5-c]pyrimidine-1-carboxamide ClC1=C(CNC2=NC=C(C=3N2C=NC3C(=O)NC)C3=CC=CC=C3)C(=CC=C1OC)F